FC(C=1C(=C(C=CC1)[C@@H](C)NC=1C2=C(N=CN1)N(C(C(=C2)C2(CCOCC2)NC(C)=O)=O)C)F)F N-[4-(4-{[(1R)-1-[3-(difluoromethyl)-2-fluorophenyl]ethyl]amino}-8-methyl-7-oxo-7H,8H-pyrido[2,3-d]pyrimidin-6-yl)oxan-4-yl]acetamide